tert-butyl 7-(1-((7-fluoro-2-methylimidazo[1,2-a]pyridin-6-yl)carbamoyl)-2,3-dihydro-1H-pyrrolo[2,3-b]pyridin-4-yl)-3-oxa-7,9-diazabicyclo[3.3.1]nonane-9-carboxylate FC1=CC=2N(C=C1NC(=O)N1CCC=3C1=NC=CC3N3CC1COCC(C3)N1C(=O)OC(C)(C)C)C=C(N2)C